N-((S)-1-(((S)-1-cyano-2-((S)-2-oxopyrrolidin-3-yl)ethyl)amino)-3-cyclohexyl-1-oxopropan-2-yl)-4-methoxy-1H-indole-2-carboxamide C(#N)[C@H](C[C@H]1C(NCC1)=O)NC([C@H](CC1CCCCC1)NC(=O)C=1NC2=CC=CC(=C2C1)OC)=O